4-[5-(aminomethyl)pyridin-2-yl]-3-(2-methyl-5-propylpyrazol-3-yl)oxybenzonitrile NCC=1C=CC(=NC1)C1=C(C=C(C#N)C=C1)OC=1N(N=C(C1)CCC)C